tert-Butyl 4-(2-(3-(dimethylamino)azetidin-1-yl)ethoxy)phenethylcarbamate CN(C1CN(C1)CCOC1=CC=C(CCNC(OC(C)(C)C)=O)C=C1)C